N[C@H](C(=O)N1[C@@H]([C@H]2C([C@H]2C1)(C)C)C(=O)NN(C(OC(C)(C)C)=O)C[C@H]1C(NCCC1)=O)[C@H](CC)C tert-butyl N-[[(1R,2S,5S)-3-[(2S,3S)-2-amino-3-methyl-pentanoyl]-6,6-dimethyl-3-azabicyclo[3.1.0]hexane-2-carbonyl]amino]-N-[[(3S)-2-oxo-3-piperidyl]methyl]carbamate